[5-[2-[2-(4-Isocyanatobenzoyl)oxypropanoyloxy]-ethoxy]-1-methyl-2-oxopentyl]-4-isocyanatobenzoat N(=C=O)C1=CC=C(C(=O)OC(C(=O)OCCOCCCC(C(C)OC(C2=CC=C(C=C2)N=C=O)=O)=O)C)C=C1